COC1=CC=C(C=C1)[C@@H](C)N |r| racemic-1-(4-methoxyphenyl)ethan-1-amine